C1C(NC(=O)NC1=O)C(=O)O The molecule is a pyrimidinemonocarboxylic acid that results from the base-catalysed cyclisation of N(alpha)-carbethoxyasparagine. It is a secondary amide, a monocarboxylic acid, a pyrimidinemonocarboxylic acid and a N-acylurea. It derives from an orotic acid. It is a conjugate acid of a dihydroorotate.